6-(3-(ethylsulfonyl)-6-(4-(trifluoromethoxy)phenyl)pyridin-2-yl)-2-(trifluoromethyl)-[1,2,4]triazolo[1,5-a]pyrimidine C(C)S(=O)(=O)C=1C(=NC(=CC1)C1=CC=C(C=C1)OC(F)(F)F)C=1C=NC=2N(C1)N=C(N2)C(F)(F)F